4-(3-(6-(phenanthridin-6-yl)pyridin-2-yl)phenyl)-7-phenyl-1,10-phenanthroline C1=CC=CC2=NC(=C3C=CC=CC3=C12)C1=CC=CC(=N1)C=1C=C(C=CC1)C1=CC=NC2=C3N=CC=C(C3=CC=C12)C1=CC=CC=C1